trans-4-[8-(tert-butoxycarbonyl)-1-oxa-2,8-diazaspiro[4.5]dec-2-en-3-yl]cyclohexanecarboxylic acid C(C)(C)(C)OC(=O)N1CCC2(CC(=NO2)[C@@H]2CC[C@H](CC2)C(=O)O)CC1